FC(OC=1C=2N(C=CC1)N=C(C2)[C@@H]2N(CCC1=C2N=CN1)C1=NC=CN=C1)F (R)-4-(4-(difluoromethoxy)pyrazolo[1,5-a]pyridin-2-yl)-5-(pyrazin-2-yl)-4,5,6,7-tetrahydro-1H-imidazo[4,5-c]pyridine